BrC=1C=NN(C1)C(=C)C 4-bromo-1-(prop-1-en-2-yl)-1H-pyrazole